FC(CN1C(=NC2=C1C=C(C=C2)C=2C=CN1N=C(N=C(C12)OC)N[C@H]1[C@@H](CN(CC1)CCF)F)C)F 5-(1-(2,2-difluoroethyl)-2-methyl-1H-benzo[d]imidazol-6-yl)-N-((3R,4R)-3-fluoro-1-(2-fluoroethyl)piperidin-4-yl)-4-methoxypyrrolo[2,1-f][1,2,4]triazin-2-amine